OC1=NC(=NC=C1C(=O)N/N=C/C1=CC(=C(C(=C1)O)O)O)C1=NC=CC=C1 (E)-4-hydroxy-2-(pyridin-2-yl)-N'-(3,4,5-trihydroxybenzylidene)pyrimidine-5-carbohydrazide